B(O)(O)OB(O)O.C1=CC=CC=2C3=CC=CC=C3NC12 carbazole diborate